3-allyl-5-methyl-1H-pyrrolo[2,3-b]pyridine C(C=C)C1=CNC2=NC=C(C=C21)C